(Z)-1-[4-(Dimethylamino)phenyl]-3-(3-ethoxy-4-hydroxyphenyl)prop-2-en-1-one CN(C1=CC=C(C=C1)C(\C=C/C1=CC(=C(C=C1)O)OCC)=O)C